4-(heptadecanoyloxy)-2,3-bis(((3-(pyrrolidin-1-yl)propyl)carbamoyl)oxy)butyl oleate C(CCCCCCC\C=C/CCCCCCCC)(=O)OCC(C(COC(CCCCCCCCCCCCCCCC)=O)OC(NCCCN1CCCC1)=O)OC(NCCCN1CCCC1)=O